Tert-butyl 1-{1-[6-(2,6-dioxopiperidin-3-yl)pyridazin-3-yl]piperidine-4-carbonyl}-4-methylpiperidine-4-carboxylate O=C1NC(CCC1C1=CC=C(N=N1)N1CCC(CC1)C(=O)N1CCC(CC1)(C(=O)OC(C)(C)C)C)=O